3-amino-6,7-dihydro-2H-pyrazolo[4,3-c]pyridine-5(4H)-carboxylic acid tert-butyl ester C(C)(C)(C)OC(=O)N1CC=2C(CC1)=NNC2N